N-(1-((2-((1R,5S)-8-oxa-3-aza-bicyclo[3.2.1]octan-3-yl)-5-fluoro-benzo[d]thiazol-4-yl)oxy)-2-oxo-6,9,12-trioxa-3-azatetradecan-14-yl)-4-(2,4-dioxotetrahydropyrimidin-1(2H)-yl)benzamide [C@H]12CN(C[C@H](CC1)O2)C=2SC1=C(N2)C(=C(C=C1)F)OCC(NCCOCCOCCOCCNC(C1=CC=C(C=C1)N1C(NC(CC1)=O)=O)=O)=O